5-[(2-bromo-3-methoxy-4-pyridyl)methyl]-4-methyl-pyridin-3-amine BrC1=NC=CC(=C1OC)CC=1C(=C(C=NC1)N)C